[Cd].[Sn].[Pb] lead-tin-cadmium